N-(3-(5-(trifluoromethyl)-1H-benzo[d]imidazol-2-yl)-1H-pyrazol-4-yl)-7H-pyrrolo[2,3-d]pyrimidin-4-amine FC(C1=CC2=C(NC(=N2)C2=NNC=C2NC=2C3=C(N=CN2)NC=C3)C=C1)(F)F